tert-Butyl ((1s,4s)-4-((5,7-dioxo-6-((2-(trimethylsilyl)ethoxy)methyl)-4,6-diazaspiro[2.4]heptan-4-yl)methyl)cyclohexyl)carbamate O=C1N(C2(CC2)C(N1COCC[Si](C)(C)C)=O)CC1CCC(CC1)NC(OC(C)(C)C)=O